CN(CCCNC(=O)C=1C=CC2=C(N(C(=N2)C2=CC(=C(C(=C2)OC)OC)OC)C2CC(C2)C(NC)=O)C1)C N-(3-(dimethylamino)propyl)-1-(3-(methylcarbamoyl)cyclobutyl)-2-(3,4,5-trimethoxyphenyl)-1H-benzo[d]imidazole-6-carboxamide